C(C1=CC=CC=C1)(C1=CC=CC=C1)(C1=CC=CC=C1)OC(C=C)=O acrylic acid trityl ester